4-Amino-3-[6-(2-hexyloxyphenyl)pyridin-3-ylazo]naphthalin NC1=C(C=CC2=CC=CC=C12)N=NC=1C=NC(=CC1)C1=C(C=CC=C1)OCCCCCC